5-bromo-7-chloro-1-((2-(trimethylsilyl)ethoxy)methyl)-1H-pyrrolo[3,2-b]pyridine-2-carboxylic acid ethyl ester C(C)OC(=O)C1=CC2=NC(=CC(=C2N1COCC[Si](C)(C)C)Cl)Br